C1(=CC=CC=C1)C=1N(C(=C(N1)O)O)C 2-phenyl-4,5-dihydroxy-methylimidazole